propan-2-yl-1,1,1-d3 (2S)-6-diazo-2-(2-(ethoxy-2,2,2-d3)acetamido)-5-oxohexanoate [N+](=[N-])=CC(CC[C@@H](C(=O)OC(C([2H])([2H])[2H])C)NC(COCC([2H])([2H])[2H])=O)=O